7-[2-(azetidin-1-yl)-4-(trifluoromethyl)phenyl]-5-[(2R,4S)-2-(1-cyclopropylpyrazol-4-yl)tetrahydropyran-4-yl]-2-methylsulfanyl-thiazolo[4,5-d]pyrimidine N1(CCC1)C1=C(C=CC(=C1)C(F)(F)F)C=1C2=C(N=C(N1)[C@@H]1C[C@@H](OCC1)C=1C=NN(C1)C1CC1)N=C(S2)SC